C(C)(C)(C)OC(NCCCCC1=CC=CC=2N(C(N(C21)C)=O)C2C(NC(CC2)=O)=O)=O [4-[1-(2,6-Dioxopiperidin-3-yl)-3-methyl-2-oxo-1,3-benzodiazol-4-yl]butyl]carbamic acid tert-butyl ester